ClC=1C=C(C=CC1OC1=CC(=NC=C1)N1CCN(CC1)C)NC1=NC=NC2=CC(=C(C=C12)NC1CCN(CC1)C(C=C)=O)OC 1-(4-((4-((3-chloro-4-((2-(4-methylpiperazin-1-yl)pyridin-4-yl)oxy)phenyl)amino)-7-methoxyquinazolin-6-yl)amino)piperidin-1-yl)prop-2-en-1-one